C1(CC1)C1=CC(=NN1)NC1=CC(=NC(=N1)N1CCN(CC1)C(C1=CC=C(C=C1)S(=O)(=O)N1N=C(N=C1)C1=CC=CC=C1)=O)C(=O)NCC#C 6-((5-cyclopropyl-1H-pyrazol-3-yl)amino)-2-(4-(4-((3-phenyl-1H-1,2,4-triazol-1-yl)sulfonyl)benzoyl)piperazin-1-yl)-N-(prop-2-yn-1-yl)pyrimidine-4-carboxamide